CC1=NC(=CC(=N1)OCCN1C(CNCC1)C(=O)N)NC=1SC(=CN1)C1=CC=CC=C1 [2-[2-methyl-6-[(5-phenylthiazol-2-yl)amino]pyrimidin-4-yl]oxyethyl]piperazine-2-carboxamide